The molecule is a fenchane monoterpenoid that is bicyclo[2.2.1]heptane substituted by methyl groups at positions 1, 3 and 3 and a hydroxy group at position 2 (the 1S,2S,4R stereoisomer). It has a role as a plant metabolite and a volatile oil component. It is a fenchane monoterpenoid and a carbobicyclic compound. C[C@]12CC[C@H](C1)C([C@H]2O)(C)C